(S)-Pyrrolidine-3-methanol N1C[C@H](CC1)CO